4-(azetidin-3-yl)-N-(1-((4-chloro-3-(1-methylcyclopropyl)phenyl)-ethynyl)cyclopropyl)piperazine-1-carboxamide N1CC(C1)N1CCN(CC1)C(=O)NC1(CC1)C#CC1=CC(=C(C=C1)Cl)C1(CC1)C